(R)-1-(4-((4-(3-chloro-4-(2-chloro-3-((3-fluoro-4-(((2-hydroxypropyl)amino)methyl)pyridin-2-yl)amino)phenyl)pyridin-2-yl)-2-methoxybenzyl)amino)piperidin-1-yl)ethan-1-one ClC=1C(=NC=CC1C1=C(C(=CC=C1)NC1=NC=CC(=C1F)CNC[C@@H](C)O)Cl)C1=CC(=C(CNC2CCN(CC2)C(C)=O)C=C1)OC